N-(3-methoxy-4-methylphenyl)-4-[4-(morpholin-4-yl)-2-oxo-2,3-dihydro-1H-1,3-benzodiazol-1-yl]cyclohexane-1-carboxamide COC=1C=C(C=CC1C)NC(=O)C1CCC(CC1)N1C(NC2=C1C=CC=C2N2CCOCC2)=O